N1-(tert-butyl)-N2-((S)-1-(((S)-4-hydroxy-3-oxo-1-((S)-2-oxopiperidin-3-yl)butan-2-yl)amino)-3-(1-methylcyclobutyl)-1-oxopropan-2-yl)oxalamide C(C)(C)(C)NC(C(=O)N[C@H](C(=O)N[C@@H](C[C@H]1C(NCCC1)=O)C(CO)=O)CC1(CCC1)C)=O